COC(=O)C1=CC2=C(OC(C(N2CC)=O)(C)C)C=C1[N+](=O)[O-] 4-Ethyl-2,2-dimethyl-7-nitro-3-oxo-3,4-dihydro-2H-benzo[b][1,4]oxazine-6-carboxylic acid methyl ester